Methyl 6-(3-bromo-2-chloro-4-(trifluoromethyl) phenyl)-3-chloropicolinate BrC=1C(=C(C=CC1C(F)(F)F)C1=CC=C(C(=N1)C(=O)OC)Cl)Cl